Cis-tert-butyl N-[2-[[4-[(2,6-dichloro-4-pyridyl)-difluoro-methyl]cyclohexyl]carbamoylamino]ethyl]carbamate ClC1=NC(=CC(=C1)C([C@H]1CC[C@H](CC1)NC(=O)NCCNC(OC(C)(C)C)=O)(F)F)Cl